acryloyloxyethylcaproate C(C=C)(=O)OCCOC(CCCCC)=O